N-((1r,3r)-3-(3-chloro-4-cyanophenoxy)-2,2,4,4-tetramethylcyclobutyl)-6-(4-(3-(2,6-dioxopiperidin-3-yl)benzyl)piperazin-1-yl)nicotinamide ClC=1C=C(OC2C(C(C2(C)C)NC(C2=CN=C(C=C2)N2CCN(CC2)CC2=CC(=CC=C2)C2C(NC(CC2)=O)=O)=O)(C)C)C=CC1C#N